1-(4-(pentafluoro-λ6-sulfaneyl)phenyl)ethan-1-ol tert-butyl-(S)-(1-(3,6-dibromo-5-(cyclopropanecarboxamido)pyridin-2-yl)-2-(3,5-difluorophenyl)ethyl)carbamate C(C)(C)(C)N(C(=O)OC(C)C1=CC=C(C=C1)S(F)(F)(F)(F)F)[C@@H](CC1=CC(=CC(=C1)F)F)C1=NC(=C(C=C1Br)NC(=O)C1CC1)Br